N2-isopropyl-N4-((2-(trifluoromethyl)pyridin-3-yl)methyl)quinazoline-2,4-diamine C(C)(C)NC1=NC2=CC=CC=C2C(=N1)NCC=1C(=NC=CC1)C(F)(F)F